OCCC[C@@H](C(NC1=CC=CC=C1)=O)NC(OC(C)(C)C)=O tert-Butyl (S)-(5-hydroxy-1-oxo-1-(phenylamino)pentan-2-yl)carbamate